C1N(CCC2=CC=CC=C12)C=1/C=C/N(C=CC1O)C(=O)C1=NC=NC(=C1)NC1CCOCC1 trans-(4-(3,4-dihydroisoquinolin-2(1H)-yl)-5-hydroxyazepin-1-yl)(6-((tetrahydro-2H-pyran-4-yl)amino)pyrimidin-4-yl)methanone